4-(6-amino-3-(N-(1-(fluoromethyl)cyclopropyl)sulfamoyl)naphthalen-1-yl)-N,N-dimethylpiperazine-1-carboxamide NC=1C=C2C=C(C=C(C2=CC1)N1CCN(CC1)C(=O)N(C)C)S(NC1(CC1)CF)(=O)=O